1-(1-(1-(4-(2,6-dioxopiperidin-3-yl)phenyl)piperidine-4-carbonyl)piperidine-4-carbonyl)piperidin O=C1NC(CCC1C1=CC=C(C=C1)N1CCC(CC1)C(=O)N1CCC(CC1)C(=O)N1CCCCC1)=O